5-methyl-1-(3,5,6-trimethylpyrazin-2-yl)pyridin-2(1H)-one succinate C(CCC(=O)O)(=O)O.CC=1C=CC(N(C1)C1=NC(=C(N=C1C)C)C)=O